ClC1=C(C(=O)NC2=C3C=NN(C3=CC=C2)C2=C(C=C(C=C2)OC(F)(F)F)C)C=C(C=C1)CNC(C(CO)(C)C)=O 2-chloro-5-{[(3-hydroxy-2,2-dimethylpropanoyl)amino]methyl}-N-{1-[2-methyl-4-(trifluoromethoxy)phenyl]-1H-indazol-4-yl}benzamide